tri(2-chloroethylene) phosphate P(=O)(O)(O)O.ClC=C.ClC=C.ClC=C